C(C)C=C(C(=O)O)C.ClC1=C(OC2=CC=C(C=C2)NN)C=CC(=C1)Cl 4-(2,4-dichloro-phenoxy)phenylhydrazine Ethylmethyl-Acrylat